2-(4-cyclopropyl-6-methoxypyrimidin-5-yl)-9-(4-(1-isopropyl-4-(trifluoromethyl)-1H-imidazol-2-yl)benzyl)-6,7,8,9-tetrahydropyrimido[5,4-b][1,4]oxazepine C1(CC1)C1=NC=NC(=C1C=1N=CC=2OCCCN(C2N1)CC1=CC=C(C=C1)C=1N(C=C(N1)C(F)(F)F)C(C)C)OC